Cl.FC(OCC=1[C@@H]([C@@H]([C@H]([C@@H](C1)NCC1CCC(CC1)C(F)(F)F)O)O)O)F (1S,2S,3S,6R)-4-((difluoromethoxy)methyl)-6-(((4-(trifluoromethyl)cyclohexyl)methyl)amino)cyclohex-4-ene-1,2,3-triol hydrochloride